N1N=C(C=C1)N1CCNCC1 (1H-pyrazol-3-yl)piperazine